C[SiH](\C=C\[Si](C)(C)C)C (E)-1-dimethylsilyl-2-trimethylsilylethylene